Methyl 5-(tert-butyl)-4'-cyano-2',3',5',6'-tetrafluoro-1,4-dihydro-[1,1'-biphenyl]-2-carboxylate C(C)(C)(C)C=1CC=C(C(C1)C1=C(C(=C(C(=C1F)F)C#N)F)F)C(=O)OC